tert-Butyl (2S,4R)-4-hydroxy-2-[4-(4-phenylpiperidine-1-carbonyl)-1H-imidazol-2-yl]pyrrolidine-1-carboxylate O[C@@H]1C[C@H](N(C1)C(=O)OC(C)(C)C)C=1NC=C(N1)C(=O)N1CCC(CC1)C1=CC=CC=C1